NC1=CC=C2C(=CN=CC2=C1)C1=C(C=CC=C1)C 7-amino-4-(o-tolyl)isoquinolin